S1C2=C(C(=C1)C=1C=CC(=NC1CCC)N)C=CC=C2 5-benzo[b]thiophen-3-yl-6-propyl-pyridin-2-ylamine